N-Ethyl-2-(4-fluorophenyl)-5-hydroxy-6-(piperidin-1-ylmethylene)benzo[b]thiophene-3-carboxamide C(C)NC(=O)C1=C2C(SC1C1=CC=C(C=C1)F)=CC(C(=C2)O)=CN2CCCCC2